CC1=NC(=CC=C1O[C@@H]1C[C@H](CCC1)C(=O)OC)C=1N=NN(C1COC(N(CCCCOS(=O)(=O)C1=CC=C(C)C=C1)C)=O)C Methyl (1S,3S)-3-((2-methyl-6-(1-methyl-5-(((methyl (4-(tosyloxy)butyl) carbamoyl)oxy)methyl)-1H-1,2,3-triazol-4-yl) pyridin-3-yl)oxy)cyclohexane-1-carboxylate